CC1CCS(O1)(=O)=O 5-methyl-1,2λ6-oxathiolane-2,2-dione